COC(=O)C1=CC=2N(C=C1)C=C(N2)C Methyl-imidazo[1,2-a]pyridine-7-carboxylic acid methyl ester